7-(Cyclopentylamino)-2-(((1,1-dioxidotetrahydro-2H-thiopyran-4-yl)thio)methyl)-5,6-difluoroquinazolin-4(3H)-one C1(CCCC1)NC1=C(C(=C2C(NC(=NC2=C1)CSC1CCS(CC1)(=O)=O)=O)F)F